(3S,4R,8R,9S,10S)-9-(4-((2,3-difluorophenyl)ethynyl)phenyl)-10-((dimethylamino)methyl)-3,4-dihydroxy-N-(4-methoxyphenyl)-1,6-diazabicyclo[6.2.0]decane-6-carboxamide FC1=C(C=CC=C1F)C#CC1=CC=C(C=C1)[C@@H]1[C@@H]2CN(C[C@H]([C@H](CN2[C@@H]1CN(C)C)O)O)C(=O)NC1=CC=C(C=C1)OC